tert-butyl 3-(7-(8-ethynyl-3-(methoxymethoxy)naphthalen-1-yl)-6,8-difluoro-2-((1-formylcyclopropyl)methoxy)quinazolin-4-yl)-3,8-diazabicyclo[3.2.1]octane-8-carboxylate C(#C)C=1C=CC=C2C=C(C=C(C12)C1=C(C=C2C(=NC(=NC2=C1F)OCC1(CC1)C=O)N1CC2CCC(C1)N2C(=O)OC(C)(C)C)F)OCOC